2-(4-chloro-1-isopropyl-1H-pyrazol-5-yl)-4-(3-chloro-4-(5-methoxypyridin-2-yl)benzyl)-6,7-dihydropyrazolo[1,5-a]pyrimidin-5(4H)-one ClC=1C=NN(C1C1=NN2C(N(C(CC2)=O)CC2=CC(=C(C=C2)C2=NC=C(C=C2)OC)Cl)=C1)C(C)C